((N-(1-((4-fluorophenyl) sulfonyl)-1,2,3,4-tetrahydroquinolin-7-yl) sulfamoyl) methyl) benzoate C(C1=CC=CC=C1)(=O)OCS(NC1=CC=C2CCCN(C2=C1)S(=O)(=O)C1=CC=C(C=C1)F)(=O)=O